Tert-butyl 2-amino-6,7-dihydrothiazolo[4,5-c]pyridine-5(4H)-carboxylate NC=1SC2=C(CN(CC2)C(=O)OC(C)(C)C)N1